methyl-2-(3-((tert-butoxycarbonyl)amino)prop-1-yn-1-yl)-4-(piperazin-1-yl)benzoate COC(C1=C(C=C(C=C1)N1CCNCC1)C#CCNC(=O)OC(C)(C)C)=O